N1=C(C=CC=C1)CNCC1=CC=C(C=C1)CN(C=1C=CC=C2CCCN(C12)C)CCNCC1=NC=CC=C1 N-(2-pyridinylmethyl)-N'-[2-[(2-pyridinylmethyl)amino]ethyl]-N'-(1-methyl-1,2,3,4-tetrahydro-8-quinolinyl)-1,4-benzenedimethanamine